C(C1=CC=CC=C1)NC[C@](N)(CCCCB(O)O)C(=O)O 2-[(benzylamino)methyl]-6-borononorleucine